N4-(3,4-dichloro-2-fluorophenyl)-7-(((1S,5R)-3-methyl-3-azabicyclo[3.1.0]hexan-1-yl)ethynyl)quinazoline-4,6-diamine ClC=1C(=C(C=CC1Cl)NC1=NC=NC2=CC(=C(C=C12)N)C#C[C@]12CN(C[C@@H]2C1)C)F